C1(CCCCC1)CO[C@@H]([C@@H](C(=O)N1C[C@H](CCC1)COC)NC(=O)[C@@H]1CN(CC12CNC2)C(=O)C2=CN=CS2)C (S)-N-((2S,3R)-3-(cyclohexylmethoxy)-1-((S)-3-(methoxymethyl)piperidin-1-yl)-1-oxobutan-2-yl)-6-(thiazole-5-carbonyl)-2,6-diazaspiro[3.4]octane-8-carboxamide